C(C)(C)(C)N(C(=O)C1=C(N=NC(=C1C)C(F)(F)F)OC=1C(=NC(=CC1)F)C)C1=CC(=CC=C1)[S@@](=O)N(C([C@H](N)C)=O)C tert-butyl-N-(3-((R)-N-(D-alanyl)-S-methylamino-sulfinyl)phenyl)-3-((6-fluoro-2-methylpyridin-3-yl)oxy)-5-methyl-6-(trifluoromethyl)pyridazine-4-carboxamide